N-[2-(1H-indol-4-yl)ethyl]-4-{[(5-methoxy-3H-imidazo[4,5-b]pyridin-2-yl)thio]acetamido}benzamide N1C=CC2=C(C=CC=C12)CCNC(C1=CC=C(C=C1)NC(CSC1=NC=2C(=NC(=CC2)OC)N1)=O)=O